3-iodo-1-methyl-1H-1,2,4-triazole IC1=NN(C=N1)C